C(C)(C)N1N=C(C=C1)C(C)NC1=C(C(NC2=CC=CC=C12)=O)C1=NC2=C(N1)C=C(C=C2)N2CCOCC2 4-((1-(1-isopropyl-1H-pyrazol-3-yl)ethyl)amino)-3-(6-morpholinyl-1H-benzo[d]imidazol-2-yl)quinolin-2(1H)-one